β-(2,6-difluorophenyl)-3,5-dimethoxy-γ-oxobenzenebutanoic acid FC1=C(C(=CC=C1)F)C(CC(=O)O)C(C1=CC(=CC(=C1)OC)OC)=O